cis-stilbene-4,4'-dicarboxylic acid C1(=CC=C(C=C1)C(=O)O)\C=C/C1=CC=C(C=C1)C(=O)O